CC=1N(N=C2C(=NN=C(C21)C)N2CCC(CC2)C(=O)NCCCN2CCCCC2)C2=CC=C(C=C2)C 1-(3,4-dimethyl-2-(p-tolyl)-2H-pyrazolo[3,4-d]pyridazin-7-yl)-N-(3-(piperidin-1-yl)propyl)piperidine-4-carboxamide